2-(2-Bromo-3,4-difluoro-5-(methoxy-d3)phenyl)acetic acid BrC1=C(C=C(C(=C1F)F)OC([2H])([2H])[2H])CC(=O)O